C(CCC)OC([C@H](C)NP1(OC[C@H]2[C@H](O1)[C@H]([C@H](O2)N2C(NC(C(=C2)C)=O)=O)F)=O)OCCCC 1-((4aS,6S,7R,7aS)-2-(((S)-1,1-Dibutoxypropan-2-yl)amino)-7-fluoro-2-oxidotetrahydro-4H-furo[3,2-d][1,3,2]dioxaphosphinin-6-yl)-5-methylpyrimidine-2,4(1H,3H)-dione